BrC1=CC=C(C=C1)[C@@H](CCNCC(=O)N(C)C)C(=O)N1CCN(CC1)C=1C2=C(N=CN1)[C@@H](C[C@H]2C)O 2-((R)-3-(4-bromophenyl)-4-(4-((5R,7R)-7-hydroxy-5-methyl-6,7-dihydro-5H-cyclopenta[d]pyrimidin-4-yl)piperazin-1-yl)-4-oxobutylamino)-N,N-dimethylacetamide